N-(8-[{2-(trifluoromethyl)pyrimidin-5-yl}oxy]chroman-3-yl)acrylamide FC(C1=NC=C(C=N1)OC=1C=CC=C2CC(COC12)NC(C=C)=O)(F)F